FC(C(=O)O)(F)F.NC[C@@H]1C[C@H](NC1)CONC(=O)[C@H]1N2C(N([C@H](CC1)C2)OS(=O)(=O)O)=O (2S,5R)-N-{[(2S,4S)-4-Aminomethyl-pyrrolidin-2-yl]methyloxy}-7-oxo-6-(sulfooxy)-1,6-diazabicyclo[3.2.1]octane-2-carboxamide trifluoroacetate salt